tert-butyl ((1R,2R)-1-(3-chlorophenyl)-2-(4-chlorophenyl)-1-hydroxypropan-2-yl)carbamate ClC=1C=C(C=CC1)[C@H]([C@@](C)(C1=CC=C(C=C1)Cl)NC(OC(C)(C)C)=O)O